7-benzyl-2,4-dichloro-6,8-dihydro-5H-pyrido[3,4-d]pyrimidine C(C1=CC=CC=C1)N1CC=2N=C(N=C(C2CC1)Cl)Cl